(3R,5R)-3-amino-5-methoxypiperidine-1-carboxylic acid tert-butyl ester C(C)(C)(C)OC(=O)N1C[C@@H](C[C@H](C1)OC)N